ClC=1C=C(C=CC1N1CCN(CC1)C)NC=1N=CC=2C(N(C=3N(C2N1)C=CN3)C3=C(C=CC=C3Cl)Cl)=O 2-{[3-chloro-4-(4-methylpiperazin-1-yl)phenyl]amino}-6-(2,6-dichlorophenyl)imidazo[1,2-a]pyrimido[5,4-e]pyrimidin-5(6H)-one